FC1=C(C(=CC=C1)F)C=1C=CC(=NC1)N[C@@H]1C[C@H](CC1)NC(OC(C)(C)C)=O tert-Butyl ((1S,3S)-3-((5-(2,6-difluorophenyl)pyridin-2-yl)amino)cyclopentyl)carbamate